tert-butyl (5-((2-bromo-6-nitrophenyl)amino)pentyl)carbamate BrC1=C(C(=CC=C1)[N+](=O)[O-])NCCCCCNC(OC(C)(C)C)=O